FC1(CCN(CC1)C(=O)C=1C=C2C(=NC1)N(C=C2)C=2C=CC(=NC2)/C(=N/O)/N)F (Z)-5-(5-(4,4-difluoropiperidine-1-carbonyl)-1H-pyrrolo[2,3-b]pyridin-1-yl)-N'-hydroxypyridineformamidine